tert-Butyl 3-acetamido-1-(4-chlorophenyl)propylcarbamate C(C)(=O)NCCC(C1=CC=C(C=C1)Cl)NC(OC(C)(C)C)=O